tert-butyl 2-(4-carbamoyl-1H-imidazol-1-yl)ethyl(2-hydroxyethyl)carbamate (tert-butyl 2-(4-carbamoyl-1H-imidazol-1-yl)ethyl(2-hydroxyethyl)carbamate) C(C)(C)(C)C(CN(C(O)=O)CCO)N1C=NC(=C1)C(N)=O.C(N)(=O)C=1N=CN(C1)CCN(C(OC(C)(C)C)=O)CCO